C(C)OC(=O)C1CCN(CC1)C=1C2=C(N=CN1)NC=C2C(C2=C(C=C(C=C2)OC2=CC=CC=C2)Cl)=O 1-(5-(2-chloro-4-phenoxybenzoyl)-7H-pyrrolo[2,3-d]pyrimidin-4-yl)piperidine-4-carboxylic acid ethyl ester